3-(3,4-dimethylphenyl)-2-((ethoxycarbonyl)(hexyl)amino)propionic acid ethyl ester C(C)OC(C(CC1=CC(=C(C=C1)C)C)N(CCCCCC)C(=O)OCC)=O